Triethylammonium 4-((1-(6-(bicyclo[2.2.1]hept-5-ene-2-carboxamido)hexanoyl)-4-((tris(4-methoxyphenyl)methoxy)methyl)piperidin-4-yl)methoxy)-4-oxobutanoate C12C(CC(C=C1)C2)C(=O)NCCCCCC(=O)N2CCC(CC2)(COC(C2=CC=C(C=C2)OC)(C2=CC=C(C=C2)OC)C2=CC=C(C=C2)OC)COC(CCC(=O)[O-])=O.C(C)[NH+](CC)CC